C(CC)C1=CC=C(C(=S)C=2C=CC3=C(C(=C(O3)NCCCC)C3=CCN4CCCC4C3)C2)C=C1 5-(4-propylthiobenzoyl)-N-butylamino-3-(1,2,3,4,5,8-hexahydroindolizin-7-yl)-benzofuran